(S)-N-(5-bromo-2-(3,4-dimethylpiperazin-1-yl)-4-fluorophenyl)-6-oxo-4-(trifluoromethyl)-1,6-dihydropyridine-3-carboxamide BrC=1C(=CC(=C(C1)NC(=O)C1=CNC(C=C1C(F)(F)F)=O)N1C[C@@H](N(CC1)C)C)F